1,1,1,3,3,3-hexafluoro-propan-2-yl (±)-1-((6-iso-propoxypyridin-3-yl)carbamoyl)-6-azaspiro[2.5]-octane-6-carboxylate C(C)(C)OC1=CC=C(C=N1)NC(=O)[C@@H]1CC12CCN(CC2)C(=O)OC(C(F)(F)F)C(F)(F)F |r|